dichlorobis[2',6-diisopropylphenyl]palladium Cl[Pd](C1=C(C=CC=C1C(C)C)C(C)C)(C1=C(C=CC=C1C(C)C)C(C)C)Cl